9,10-difluoro-7-oxo-2,3-dihydro[1,4]oxazino[2,3,4-ij]quinoline-6-carboxylic acid FC=1C=C2C(C(=CN3C2=C(C1F)OCC3)C(=O)O)=O